(2S,4S)-1-tert-butoxycarbonyl-4-[tert-butoxycarbonyl-[6-[3-cyano-2-[3-(methylamino)propylamino]phenyl]-2-pyridyl]amino]pyrrolidine-2-carboxylic acid C(C)(C)(C)OC(=O)N1[C@@H](C[C@@H](C1)N(C1=NC(=CC=C1)C1=C(C(=CC=C1)C#N)NCCCNC)C(=O)OC(C)(C)C)C(=O)O